C(C(=C)C)(=O)OCC[N+]#[C-] Isocyanylethyl methacrylate